(2S)-2-(benzyloxycarbonylamino)-4,4-dimethyl-pentanoic acid C(C1=CC=CC=C1)OC(=O)N[C@H](C(=O)O)CC(C)(C)C